CC1=NC(=NC=C1C(=O)N)NC1=NC=CC=C1 methyl-2-(pyridin-2-ylamino)pyrimidine-5-carboxamide